ClC=1C=2N(C(=NC1N)C1=CC=CC=C1)N=C(N2)CF 8-chloro-2-(fluoromethyl)-5-phenyl-[1,2,4]triazolo[1,5-c]pyrimidin-7-amine